ethyl 2-[4-(1-methyl-1H-pyrazol-5-yl) piperidin-1-yl]-6-azaspiro[3.4]octane-6-carboxylate fumarate C(\C=C\C(=O)O)(=O)O.CN1N=CC=C1C1CCN(CC1)C1CC2(C1)CN(CC2)C(=O)OCC